(S)-Methyl 3-(3,5-dichlorophenyl)-3-(2-azaspiro[3.3]heptane-6-carboxamido)propanoate ClC=1C=C(C=C(C1)Cl)[C@H](CC(=O)OC)NC(=O)C1CC2(CNC2)C1